2-methyl-9,10-dimethoxy-pentyl-9,10-dimethoxy-anthracene CC(CC1=CC=CC=2C(C3=CC=CC=C3C(C12)(OC)OC)(OC)OC)CCC